NC1CCN(CC1)CC1=CC=C(C=C1)N1C(=NC=2C1=NC=CC2)C=2C(=NC=CC2)N 3-(3-(4-((4-aminopiperidin-1-yl)methyl)phenyl)-3H-imidazo[4,5-b]pyridin-2-yl)pyridin-2-amine